NC=1C=C(OCC(=O)O)C=CC1F 3-amino-4-fluorophenoxyacetic acid